N[C@@H](C)C(=O)OC1CCC(CC1)C(F)(F)F (1r,4S)-4-(trifluoromethyl)cyclohexyl L-alaninate